C1N(CC12CCC2)C2=CC=C(C=N2)C2=NN(C(=N2)NC2=CC=C(C=C2)Cl)C 3-(6-(2-azaspiro[3.3]heptan-2-yl)pyridin-3-yl)-N-(4-chlorophenyl)-1-methyl-1H-1,2,4-triazol-5-amine